2-azido-2-(4-isobutylphenyl)-N-(3-methylpyridin-2-yl)propionamide N(=[N+]=[N-])C(C(=O)NC1=NC=CC=C1C)(C)C1=CC=C(C=C1)CC(C)C